C(C)(C)(C)OC(N(COC)C1CC(C1)(O)C=1C(=NC(=CC1)Cl)F)=O.ClC1=CC=C(N=N1)OC1=CC(=CC=C1)C1CC1 6-chloro-3-(3-cyclopropylphenoxy)pyridazine tert-butyl-((1r,3r)-3-(6-chloro-2-fluoropyridin-3-yl)-3-hydroxycyclobutyl)(methoxymethyl)carbamate